O=C1NC=2CCCCC2C=C1NC(CC)=O N-(2-oxo-1,2,5,6,7,8-hexahydroquinolin-3-yl)propanamide